COC1=CC=C(C2=C1NC(=N2)NC(=O)C=2C=NN(C2)CCOC)C=2C=C1C(=NNC1=CC2)C N-[7-methoxy-4-(3-methyl-1H-indazol-5-yl)-1H-1,3-benzodiazol-2-yl]-1-(2-methoxyethyl)-1H-pyrazole-4-carboxamide